O1C(=CC2=C1C=CC=C2)C2=CC=C(C=C2C(=O)[O-])C(=O)[O-].[Na+].[Na+] Sodium Benzofuranisophthalate